2-(acetamidomethyl)-4-(1-(1-((5-(2,4-difluorophenoxy)pyridin-2-yl)amino)-1-oxopropan-2-yl)-4,4-difluoropiperidin-3-yl)pyridine 1-oxide C(C)(=O)NCC1=[N+](C=CC(=C1)C1CN(CCC1(F)F)C(C(=O)NC1=NC=C(C=C1)OC1=C(C=C(C=C1)F)F)C)[O-]